tert-butyl N-[2-amino-1-(5,6-dihydro-4H-cyclopenta[d]thiazol-4-ylmethyl)-2-oxo-ethyl]carbamate NC(C(CC1CCC2=C1N=CS2)NC(OC(C)(C)C)=O)=O